4,6-dibromo-2-nitroisophthalaldehyde BrC1=C(C(=C(C=O)C(=C1)Br)[N+](=O)[O-])C=O